(S)-methyl 2-((4-((2-(1H-indol-3-yl)ethyl)amino)-6-((2-(4-methylpiperazin-1-yl)ethyl)amino)-1,3,5-triazin-2-yl)amino)-2-(1H-imidazol-5-yl)acetate N1C=C(C2=CC=CC=C12)CCNC1=NC(=NC(=N1)NCCN1CCN(CC1)C)N[C@H](C(=O)OC)C1=CN=CN1